O[C@@H]([C@@H](C(=O)NCC(C)C)N1C(C2(C1)NCCC2)=O)C (2S,3R)-3-hydroxy-N-isobutyl-2-(1-oxo-2,5-diazaspiro[3.4]octan-2-yl)butanamide